BrC=1C=C(C(=NC1)C1=NC=2C(=NC=C(C2)C(F)(F)F)N1)SCC 5-bromo-3-(ethylsulfanyl)-2-[6-(trifluoromethyl)-3H-imidazo[4,5-b]pyridin-2-yl]pyridine